trifluoromethanesulfonic acid 2-(2-methoxypyridin-4-yl)-5,6,7,8-tetrahydronaphthalen-1-yl ester COC1=NC=CC(=C1)C1=C(C=2CCCCC2C=C1)OS(=O)(=O)C(F)(F)F